Cl.Cl.CC=1C=CC=C2C=C(C=NC12)C=1C=C2CCC3(CCNCC3)OC2=CC1 6-(8-Methyl-3-quinolyl)spiro[chromane-2,4'-piperidine] 2HCl